C1(=CC=CC2=CC=CC=C12)[C@@H](C)N1CCC(CC1)C(=O)O |r| (±)-1-(1-(Naphthalen-1-yl)ethyl)piperidine-4-carboxylic acid